Aziridin-1-yl(2,6-dihydroxy-3'-methyl-4-pentyl-[1,1'-biphenyl]-3-yl)methanone N1(CC1)C(=O)C=1C(=C(C(=CC1CCCCC)O)C1=CC(=CC=C1)C)O